C1(CC1)CC=1C=2N(C=CC1)C(=C(N2)S(=O)(=O)CC)C2=NC=1C(=NC=C(C1)C(F)(F)F)N2C 2-(8-(cyclopropylmethyl)-2-(ethylsulfonyl)imidazo[1,2-a]pyridin-3-yl)-3-methyl-6-(trifluoromethyl)-3H-imidazo[4,5-b]pyridine